FC(C(C)C(CCC)=O)(F)F 2-trifluoromethyl-3-hexanone